(S)-N-(8-(2-chloro-5-fluorophenyl)-3-(methylcarbamoyl)-6-oxo-5,6,7,8-tetrahydroimidazo[1,5-a]pyrazin-1-yl)benzo[d]isothiazole-3-carboxamide sulfuric acid salt S(O)(O)(=O)=O.ClC1=C(C=C(C=C1)F)[C@H]1C=2N(CC(N1)=O)C(=NC2NC(=O)C2=NSC1=C2C=CC=C1)C(NC)=O